FC1=NC(=CC(=C1)C(=O)OC)B1OC(C(O1)(C)C)(C)C Methyl 2-fluoro-6-(4,4,5,5-tetramethyl-1,3,2-dioxaborolan-2-yl)-4-pyridinecarboxylate